N-(2-aminoethyl)-4-[(2R)-4-[4'-(aminomethyl)-3'-fluoro-[1,1'-biphenyl]-2-carbonyl]-2-ethylpiperazin-1-yl]-2'-ethoxy-[1,1'-biphenyl]-3-carboxamide NCCNC(=O)C=1C=C(C=CC1N1[C@@H](CN(CC1)C(=O)C=1C(=CC=CC1)C1=CC(=C(C=C1)CN)F)CC)C1=C(C=CC=C1)OCC